8-[1-(2,2-difluoroethyl)-1H-pyrazolo[3,4-b]pyrazin-6-yl]-2,8-diazaspiro[4.5]decan-3-one FC(CN1N=CC=2C1=NC(=CN2)N2CCC1(CC(NC1)=O)CC2)F